2-(1-hydroxynaphthalen-2-yl)benzene-1,3-diol OC1=C(C=CC2=CC=CC=C12)C1=C(C=CC=C1O)O